C[C@@H]1NC2=CC=C3C(=C2CC1)N=C(N3CC(NCC=3C=NC=CC3)=O)CCN3C(C=CC=C3)=O (7S)-7-Methyl-2-[2-(2-oxo-1,2-dihydropyridin-1-yl)ethyl]-3-({[(pyridin-3-yl)methyl]carbamoyl}methyl)-3H,6H,7H,8H,9H-imidazo[4,5-f]chinolin